C(CCSSCCC(=O)O)(=O)O 3,3'-Dithiodipropionic Acid